ClCCP(CC)CC.[Au] gold chloro(triethylphosphine)